C(C)(C)(C)OC(C1=C(C=C(C(=C1)F)N1N=C(N(C1=O)C)[C@@H](C)N(CC1=CC=CC=C1)CC1=CC=CC=C1)F)=O 4-{3-[(1R)-1-(dibenzylamino)ethyl]-4-methyl-5-oxo-4,5-dihydro-1H-1,2,4-triazol-1-yl}-2,5-difluorobenzoic acid tert-butyl ester